5-chloro-1'-(2-{[6-(1-hydroxyethyl)-5-(trifluoro-methyl)pyridin-3-yl]oxy}ethyl)-1,2-dihydrospiro[indole-3,4'-piperidin]-2-one ClC=1C=C2C(=CC1)NC(C21CCN(CC1)CCOC=1C=NC(=C(C1)C(F)(F)F)C(C)O)=O